5-chloro-2-(difluoromethyl)-N-((1r,4r)-4-((3-(6-((2-hydroxyethyl)(methyl)amino)pyridin-3-yl)-2-oxo-2,3-dihydro-1H-benzo[d]imidazol-1-yl)methyl)cyclohexyl)nicotinamide ClC=1C=NC(=C(C(=O)NC2CCC(CC2)CN2C(N(C3=C2C=CC=C3)C=3C=NC(=CC3)N(C)CCO)=O)C1)C(F)F